BrCC(=O)C1=NC(=CC=C1[N+](=O)[O-])OC 2-bromo-1-(6-methoxy-3-nitropyridin-2-yl)ethanone